6-[Hydroxy(2H2)methyl]-N-{1-[3-(trifluoromethyl)benzyl]-1H-imidazol-4-yl}nicotinamide OC(C1=NC=C(C(=O)NC=2N=CN(C2)CC2=CC(=CC=C2)C(F)(F)F)C=C1)([2H])[2H]